N[C@@H](C(C)C)C(=O)O[C@H]1CC[C@@]2([C@H]3CC[C@@]4([C@H](CC[C@@]4([C@@H]3CC[C@@H]2C1)O)C=1C=CC(OC1)=O)C)C (3S,5R,8R,9S,10S,13R,14S,17R)-14-hydroxy-10,13-dimethyl-17-(2-oxo-2H-pyran-5-yl)hexadecahydro-1H-cyclopenta[a]phenanthren-3-yl valinate